4-benzyl 1-(tert-butyl) L-aspartate N[C@@H](CC(=O)OCC1=CC=CC=C1)C(=O)OC(C)(C)C